1,3-bis-(4-hydroxybutyl)1,1,3,3-tetramethyldisiloxane OCCCC[Si](O[Si](C)(C)CCCCO)(C)C